C(#N)CC(=O)OCCNC(C=C)=O N-(2-cyanoacetoxyethyl)acrylamide